BrC1=CC2=C(N(N=C2C=C1OC)C1CCC1)CO (5-bromo-2-cyclobutyl-6-methoxy-2H-indazol-3-yl)-methanol